ClC=1C(=C(C=CC1)NC(=S)C=1C(N[C@@H](CC1NCC1=C(C=NC=C1)OC[C@H]1OCCC1)C)=O)CC (6R)-N-(3-chloro-2-ethyl-phenyl)-6-methyl-2-oxo-4-{[(3-{[(2S)-oxolan-2-yl]methoxy}pyridin-4-yl)methyl]amino}-1,2,5,6-tetrahydropyridine-3-carbothioamide